C(C)(C)(C)C1=CC(=NO1)NC(NC1=CC=C2/C(/C(NC2=C1)=O)=C/C1=C(C(=C(N1)C)NC(CCN1CCN(CC1)C)=O)C)=O (Z)-N-(5-((6-(3-(5-(tert-butyl)isoxazol-3-yl)ureido)-2-oxindol-3-ylidene)methyl)-2,4-dimethyl-1H-pyrrol-3-yl)-3-(4-methylpiperazin-1-yl)propanamide